C(C)(=O)C1CN(CC1=O)C(=O)OC(C)(C)C tert-butyl 3-acetyl-4-oxo-pyrrolidine-1-carboxylate